(5S,7S)-2-bromo-7-fluoro-5-(2-fluorophenyl)-6,7-dihydro-5H-pyrrolo[1,2-b][1,2,4]triazole BrC=1N=C2N(N1)[C@@H](C[C@@H]2F)C2=C(C=CC=C2)F